ClC1=C(C=O)C=CC(=C1)C#C[Si](C)(C)C 2-chloro-4-((trimethylsilyl)ethynyl)benzaldehyde